FC1=C(OC=2N=CC(=NC2)NC(C(C)N2CC(N(CC2)C(=O)C2=CNC(C=C2)=O)(C)C)=O)C=CC(=C1)F N-(5-(2,4-difluorophenoxy)pyrazin-2-yl)-2-(3,3-dimethyl-4-(6-oxo-1,6-dihydropyridine-3-carbonyl)piperazin-1-yl)propanamide